C(C)(=O)N1CC2(CN(C2)C(=O)OC(C)(C)C)[C@@H](C1)C(=O)N1C(OC[C@H]1C1=CC=CC=C1)=O tert-butyl (S)-6-acetyl-8-((R)-2-oxo-4-phenyloxazolidine-3-carbonyl)-2,6-diazaspiro[3.4]octane-2-carboxylate